NCCOCCOCCOCCOCCOCCOCCC(=O)O 1-amino-3,6,9,12,15,18-hexaoxahenicosan-21-oic acid